4-(1-(oxetan-3-yl)-1H-indole-3-yl)pyrimidine-5-carbonitrile O1CC(C1)N1C=C(C2=CC=CC=C12)C1=NC=NC=C1C#N